C(C)(C)OC1=C(C=CC=C1)[C@@H]1CN(CCN1)CC=1C=CC(=NC1)C#N 5-{[(3R)-3-(2-isopropoxyphenyl)piperazin-1-yl]methyl}pyridine-2-carbonitrile